COC(NC1=CC=C2C3=C(NC([C@H](CCCC/C=N/C2=C1)N)=N3)F)=O ((E)-(S)-14-Amino-17-fluoro-8,16,18-triaza-tricyclo[13.2.1.02,7]octadeca-1(17),2,4,6,8,15(18)-hexaen-5-yl)-carbamic acid methyl ester